OC=1C(=CC2=CC=CC=C2C1)C(=O)[N-]C1=C(C=CC=C1)OC 3-hydroxy-N-(2-methoxyphenyl)-2-naphthoyl-amide